ClC1=NC=C(C2=CC=C(C=C12)OCC#N)C1=C(C=C(C=C1)F)C 2-((1-chloro-4-(4-fluoro-2-methylphenyl)isoquinolin-7-yl)oxy)acetonitrile